FC1=CN=CC2=C1N=CN=C2 8-fluoro-pyrido[4,3-d]pyrimidine